COC1=C(C2=CC=CC=C2C=C1)C(=O)Cl methoxy-1-naphthoyl chloride